NCCOCCOCCC(=O)NC1=C(C(=O)NC2=NN(C(=C2)C)C)C=CC=C1 2-(3-(2-(2-aminoethoxy)ethoxy)propan-amido)-N-(1,5-dimethyl-1H-pyrazol-3-yl)benzamide